3,5-bis(1H-pyrazol-4-yl)-4H-1,2,4-triazol N1N=CC(=C1)C1=NN=C(N1)C=1C=NNC1